COC=1N=C2C(=CC=NC2=CC1OC)C1=CC2=C(N1)CCOC2=O 2-(6,7-dimethoxy-1,5-naphthyridin-4-yl)-1H,6H,7H-pyrano[4,3-b]pyrrol-4-one